FC(OC1=C(C=CC=C1)S(=O)[O-])(F)F 2-trifluoromethoxybenzenesulfinate